C(CCCCCCC\C=C/CCCCCCCC)(=O)OC(CNC(OCCSSCCN(CCN(CC)CC)CCN(CC)CC)=O)COC(CCCCCCC\C=C/CCCCCCCC)=O 6-(2-(diethylamino)ethyl)-3-ethyl-14-oxo-13-oxa-9,10-dithia-3,6,15-triazaoctadecane-17,18-diyl dioleate